Cl.O1COC2=C1C=CC(=C2)CN2N=CC(=C2)CN (1-(benzo[d][1,3]dioxol-5-ylmethyl)-1H-pyrazol-4-yl)methylamine hydrochloride